N,N-bis(2-(2-hydroxyethoxy)ethyl)propionamide disodium 5-methyl-1-ethyl-2-pentyl-3-(2-carboxyethyl)-indole-6-carboxylate CC=1C=C2C(=C(N(C2=CC1C(=O)[O-])CC)CCCCC)CCC(=O)O.[Na+].[Na+].OCCOCCN(C(CC)=O)CCOCCO.CC=1C=C2C(=C(N(C2=CC1C(=O)[O-])CC)CCCCC)CCC(=O)O